C1NCC12CC(C2)C2=NC(=C(N2C)C2=C1C=NNC1=CC(=C2C)C)C=2C=C1C=NN(C1=CC2)C 4-[2-(2-azaspiro[3.3]heptan-6-yl)-3-methyl-5-(1-methylindazol-5-yl)imidazol-4-yl]-5,6-dimethyl-1H-indazole